OCC1C(=O)OCC1 hydroxymethyl-γ-butyrolactone